5-methyl-N-[rac-(1S)-1-[[(3-amino-3-oxo-propyl)-[rac-(2R)-2-chloro-2-fluoro-acetyl]amino]carbamoyl]-3-methyl-butyl]isoxazole-3-carboxamide CC1=CC(=NO1)C(=O)N[C@@H](CC(C)C)C(NN(C([C@H](F)Cl)=O)CCC(=O)N)=O |r|